CC(=CC(=O)O)C=C(CC(CCCC)C)C 3,5,7-trimethyl-2,4-undeca-dienoic acid